indium tin-indium-zinc [Zn].[In].[Sn].[In]